Cl.C1=C(C=CC2=CC=CC=C12)C1=CC=C(C=C1)[C@H](C)N (S)-1-(4-(naphthalen-2-yl)phenyl)ethylamine hydrochloride